(1R,3R)-2-(bicyclo[1.1.1]pentan-1-yl)-1-(4-(2-bromoethoxy)-2-fluorophenyl)-3-methyl-2,3,4,9-tetrahydro-1H-pyrido[3,4-b]indole C12(CC(C1)C2)N2[C@@H](C=1NC3=CC=CC=C3C1C[C@H]2C)C2=C(C=C(C=C2)OCCBr)F